1,8-diazabicyclo-(5.3.0)decene N12C=CCCCC2NCC1